N1=CC=C(C=C1)C1=NN=CO1 5-(4-pyridyl)-1,3,4-oxadiazole